C(=C)C=1C=C2CNCC2=CC1 5-Ethenyl-2,3-dihydro-1H-isoindole